O1CCC(CC1)CNC[C@@H]1[C@@H]([C@@H]2CC[C@H]([C@@H]3CC[C@]4(OO[C@]32[C@H](O1)O4)C)C)C 1-(oxan-4-yl)-N-{[(3R,5aS,6R,8aS,9R,10S,12R,12aR)-3,6,9-trimethyldecahydro-12H-3,12-epoxypyrano[4,3-j][1,2]benzodioxepin-10-yl]methyl}methanamine